C1(CC=CC=C1)C=1OC=CC1 dihydrophenylfuran